C(C)C1(CCN(CC1)C1=NC(=CC2=C1N=C(N=C2)NC2=C(C=C(C=C2)C2=NN=CN2C)OC)C)C#N 4-ethyl-1-(2-((2-methoxy-4-(4-methyl-4H-1,2,4-triazol-3-yl)phenyl)amino)-6-methylpyrido[3,4-d]pyrimidin-8-yl)piperidine-4-carbonitrile